C1C(=O)NC2=C(C=C(C=C2)Cl)C(=N1)C3=CC=CN3 The molecule is a 1,4-benzodiazepinone that is nordazepam in which the phenyl substituent has been replaced by a 1H-pyrrol-2-yl group. It inhibits gene expression in HIV-1 at the transcriptional level through interference with Tat-mediated transactivation. It has a role as an antineoplastic agent, an anti-HIV-1 agent, a RUNX1 inhibitor and a HIV-1 Tat inhibitor. It is a 1,4-benzodiazepinone, an organochlorine compound and a member of pyrroles.